Methyl 2-(2-((3-(2,6-dioxopiperidin-3-yl)-1-methyl-1H-indazol-7-yl)oxy)-acetamido)-1H-indole-3-carboxylate O=C1NC(CCC1C1=NN(C2=C(C=CC=C12)OCC(=O)NC=1NC2=CC=CC=C2C1C(=O)OC)C)=O